(R)-1-(3-(5-(3-Hydroxy-1-methyl-2-oxopyrrolidin-3-yl)isoxazol-3-yl)phenyl)-5-(1-methyl-1H-pyrazol-3-yl)-1H-indazole-3-carboxamide O[C@@]1(C(N(CC1)C)=O)C1=CC(=NO1)C=1C=C(C=CC1)N1N=C(C2=CC(=CC=C12)C1=NN(C=C1)C)C(=O)N